dilauroyl-glycerol C(CCCCCCCCCCC)(=O)C(C(C(O)C(CCCCCCCCCCC)=O)O)O